3α-benzoyloxy-5α-androstan C(C1=CC=CC=C1)(=O)O[C@H]1C[C@@H]2CC[C@H]3[C@@H]4CCC[C@@]4(C)CC[C@@H]3[C@]2(CC1)C